4-(1-ethyl-4-(trifluoromethyl)-1H-imidazol-2-yl)aniline C(C)N1C(=NC(=C1)C(F)(F)F)C1=CC=C(N)C=C1